(S)-(3-((1-(6-(2-(diisopropylcarbamoyl)-4-fluorophenoxy)-1,2,4-triazine-5-yl)pyrrolidin-3-yl)methyl)-3-azaspiro[5.5]undecane-9-yl)ethyl carbamate C(N)(OCCC1CCC2(CCN(CC2)C[C@H]2CN(CC2)C=2N=CN=NC2OC2=C(C=C(C=C2)F)C(N(C(C)C)C(C)C)=O)CC1)=O